1-((2R,4R)-2-methyltetrahydro-2H-pyran-4-yl)-2-((1-((2-(trimethylsilyl)ethoxy)methyl)-1H-pyrazol-4-yl)methyl)-1H-imidazo[4,5-C]quinoline-8-carbonitrile C[C@H]1OCC[C@H](C1)N1C(=NC=2C=NC=3C=CC(=CC3C21)C#N)CC=2C=NN(C2)COCC[Si](C)(C)C